3-trifluoromethyl-5,6,7,8-tetrahydro-1,2,4-triazolo[4,3-a]pyrazine hydrochloride Cl.FC(C1=NN=C2N1CCNC2)(F)F